S(=O)(=O)(C1=CC=C(C=C1)OC1=CC=C(N)C=C1)C1=CC=C(C=C1)OC1=CC=C(N)C=C1 4,4'-((sulfonylbis(4,1-phenylene))bis(oxy))dianiline